6-(2-fluoro-3-methoxy-6-methylphenyl)-N-methyl-[1,2,4]triazolo[4',3':1,6]pyrido[2,3-d]pyrimidin-2-amine FC1=C(C(=CC=C1OC)C)C1=CC2=C(N=C(N=C2)NC)N2C1=NN=C2